C1(CC1)C=1N=CN(C1)C=1C(=CC(=C(C(=O)O)C1)F)C.N(=[N+]=[N-])CC1(OC2=C(C1)C=C(C=C2C(C)=O)F)COC 1-(2-(azidomethyl)-5-fluoro-2-(methoxymethyl)-2,3-dihydrobenzofuran-7-yl)ethan-1-one 5-(4-Cyclopropyl-1H-imidazol-1-yl)-2-fluoro-4-methylbenzoate